2-ACETAMIDO-3-(2-(3,3-DINITROAZETIDIN-1-YL)-2-OXOETHYLTHIO)PROPANOIC ACID C(C)(=O)NC(C(=O)O)CSCC(=O)N1CC(C1)([N+](=O)[O-])[N+](=O)[O-]